3,8''-Biapigenin C1=CC(=CC=C1C2=CC(=O)C3=C(O2)C(=C(C=C3O)O)C4=C(OC5=CC(=CC(=C5C4=O)O)O)C6=CC=C(C=C6)O)O